OC(=O)C(F)(F)F.[C@H]12CNC[C@@H]2C1C1=NOC2(N1CCC2)C 3-[(1R,5S,6r)-3-azabicyclo[3.1.0]hex-6-yl]-7a-methyl-5,6,7,7a-tetrahydropyrrolo[1,2-d][1,2,4]oxadiazole TFA Salt